N1(CCCC1)C1=CC=C(C=C1)N1CCCC1 1,4-di(pyrrolidin-1-yl)benzene